5-aminonaphthalene-1-sulfonic acid NC1=C2C=CC=C(C2=CC=C1)S(=O)(=O)O